(2R)-2-Amino-4-methyl-N-[4-(1H-pyrrolo[2,3-b]pyridin-4-yl)-2-(trifluoromethyl)phenyl]pentanamide N[C@@H](C(=O)NC1=C(C=C(C=C1)C1=C2C(=NC=C1)NC=C2)C(F)(F)F)CC(C)C